N-(6-(cyclopropylmethoxy)-2-(1-(2-(4-(2-(2,6-dioxopiperidin-3-yl)-1-oxoisoindolin-5-yl)piperazin-1-yl)ethyl)piperidin-4-yl)-2H-indazol-5-yl)pyrazolo[1,5-a]pyrimidine-3-carboxamide C1(CC1)COC=1C(=CC2=CN(N=C2C1)C1CCN(CC1)CCN1CCN(CC1)C=1C=C2CN(C(C2=CC1)=O)C1C(NC(CC1)=O)=O)NC(=O)C=1C=NN2C1N=CC=C2